OC1=C(C=CC(=C1)OC)NC(CC(=O)O)=O N-(2-hydroxy-4-methoxyphenyl)malonamic acid